1-(2-bromoethyl)-5-(bromomethyl)-3-nitro-1H-pyrazole BrCCN1N=C(C=C1CBr)[N+](=O)[O-]